O=C1NC(CCC1C1=C(C=C(C=C1F)N1CC(C1)NC(=O)NC1=CC(=CC(=C1)OC(F)(F)F)F)F)=O 1-(1-(4-(2,6-dioxopiperidin-3-yl)-3,5-difluorophenyl)azetidin-3-yl)-3-(3-fluoro-5-(trifluoromethoxy)phenyl)urea